FC(C1=CC=CC(=N1)NC(=O)C=1C(=CC=2N(C1)C=C(N2)CCCOC)OC(C)C)F N-(6-(difluoromethyl)pyridin-2-yl)-7-isopropoxy-2-(3-methoxypropyl)imidazo[1,2-a]pyridine-6-carboxamide